C(C=1C(C(=O)[O-])=CC(C(=O)OCC)=CC1)(=O)OO hydroxyl ethyl trimellitate